COC1=C(C(=O)O)C=C(C=C1OC)N1C=NC(=C1)[N+](=O)[O-] 2,3-dimethoxy-5-(4-nitro-1H-imidazol-1-yl)benzoic acid